7-[[5-(4-methylpiperazin-1-yl)-2-pyridyl]amino]-4-(1H-pyrrolo[2,3-b]pyridin-4-yl)-2,3-dihydropyrrolo[3,4-c]pyridin-1-one CN1CCN(CC1)C=1C=CC(=NC1)NC=1C2=C(C(=NC1)C1=C3C(=NC=C1)NC=C3)CNC2=O